4-bromo-2-formylbenzonitrile BrC1=CC(=C(C#N)C=C1)C=O